[B](F)F.C(CCC)C1=CC=C(C=C1)C(CC(=O)C1=CC=C(C=C1)OC)=O 1-(4-butylphenyl)-3-(4-methoxyphenyl)propane-1,3-dione boron difluoride